ClC1=CN(C=2N=C(N=CC21)NC=2C=NN(C2Cl)C2CCN(CC2)C2COC2)CC 5-chloro-N-(5-chloro-1-(1-(oxetan-3-yl)piperidin-4-yl)-1H-pyrazol-4-yl)-7-ethyl-7H-pyrrolo[2,3-d]pyrimidin-2-amine